[OH-].[Ta+5].[OH-].[OH-].[OH-].[OH-] tantalum(V) hydroxide